CC(C(=O)OCC1=CC=CC=C1)(\C=C\C=C)C benzyl (E)-2-methyl-2-methylhex-dienoate